N1=C(C=CC=C1)N Pyridine-2-ylamine